FC1=C(C(=CC2=C1OC=1C2=NN(C1)C)C#N)I 5-Fluoro-6-iodo-2-methyl-2H-benzofuro[3,2-c]pyrazole-7-carbonitrile